3-Fluoro-4-[[(1S)-1-(hydroxymethyl)-2-tetradecoxy-ethoxy]methyl]benzonitrile FC=1C=C(C#N)C=CC1CO[C@H](COCCCCCCCCCCCCCC)CO